FC(C1=CC=CC(=N1)NC(=O)C=1C(=CC=2N(C1)C=C(N2)C2CCNCC2)OC(C)C)F N-(6-(difluoromethyl)pyridin-2-yl)-7-isopropoxy-2-(piperidin-4-yl)imidazo[1,2-a]pyridine-6-carboxamide